(3S,4S)-4-(((benzyloxy)carbonyl)amino)-1-methylpyrrolidin-3-yl acetate C(C)(=O)O[C@H]1CN(C[C@@H]1NC(=O)OCC1=CC=CC=C1)C